ethyl (6R)-6-[4-(3-propanoyl-2-pyridyl)piperazin-1-yl]-2-azaspiro[3.4]octane-2-carboxylate C(CC)(=O)C=1C(=NC=CC1)N1CCN(CC1)[C@H]1CC2(CN(C2)C(=O)OCC)CC1